5-(4-((4'-chloro-[1,1'-biphenyl]-2-yl)amino)piperidine-1-carbonyl)-2-(2,6-dioxopiperidine-3-yl)isoindoline-1,3-dione ClC1=CC=C(C=C1)C1=C(C=CC=C1)NC1CCN(CC1)C(=O)C=1C=C2C(N(C(C2=CC1)=O)C1C(NC(CC1)=O)=O)=O